(R)-3-((5-(cyclobutylmethyl)-7H-pyrrolo[2,3-d]pyrimidin-4-yl)-amino)piperidine-1-carboxylic acid tert-butyl ester C(C)(C)(C)OC(=O)N1C[C@@H](CCC1)NC=1C2=C(N=CN1)NC=C2CC2CCC2